CN(C(/C=C/CC[C@H](NC(OCCO[Si](C(C)(C)C)(C1=CC=CC=C1)C1=CC=CC=C1)=O)C(=O)O)=O)C (S,E)-10-(5-(dimethylamino)-5-oxopent-3-en-1-yl)-2,2-dimethyl-8-oxo-3,3-diphenyl-4,7-dioxa-9-aza-3-silaundecan-11-oic acid